Tert-butyl (7-(naphthalen-1-ylamino)-7-oxoheptyl)carbamate C1(=CC=CC2=CC=CC=C12)NC(CCCCCCNC(OC(C)(C)C)=O)=O